O1CCN(CC1)C1=NC=CC=C1CNC(=O)C1=CN=NC(=C1)C1=CC=C(C=C1)OC(F)(F)F N-[(2-morpholino-3-pyridinyl)methyl]-6-[4-(trifluoromethoxy)phenyl]pyridazine-4-carboxamide